4-((5-(5-bromofuran-3-yl)-2-methylphenyl)sulfonyl)morpholine BrC1=CC(=CO1)C=1C=CC(=C(C1)S(=O)(=O)N1CCOCC1)C